O=S1OCCN1C(=O)OC(C)(C)C tert-butyl 2-oxo-1,2,3-oxathiazolidine-3-carboxylate